2'-Deoxyisoguanosine [C@@H]1(C[C@H](O)[C@@H](CO)O1)N1C=NC2=C(N)NC(=O)N=C12